FC1(OC(OC1(F)F)(C(F)(F)F)C(=O)[O-])C(F)(F)F perfluoro(2,4-dimethyl-1,3-dioxolane-2-yl)carboxylate